7α-hydroxy-cholest-4-en-3-one O[C@H]1[C@H]2[C@@H]3CC[C@H]([C@@H](CCCC(C)C)C)[C@]3(CC[C@@H]2[C@]2(CCC(C=C2C1)=O)C)C